2-(3-(ethylthio)-5-(fluoromethyl)-4-nitrophenyl)-6-fluoro-1,2,3,4-tetrahydroisoquinoline-d1 C(C)SC=1C=C(C=C(C1[N+](=O)[O-])CF)N1C(C2=CC=C(C=C2CC1)F)[2H]